Tetracyanozinc (II) C(#N)[Zn-2](C#N)(C#N)C#N